O1-[4-(6-prop-2-enoyloxyhexyloxy) phenyl] cyclohexane-1,4-dicarboxylate C1(CCC(CC1)C(=O)[O-])C(=O)OC1=CC=C(C=C1)OCCCCCCOC(C=C)=O